5-(2-((5-chloropyridin-2-yl)methoxy)pyrimidin-4-yl)-1,2,3,5-tetrahydropyrrolo[3,4-c]pyrrole bis(2,2,2-trifluoroacetate) FC(C(=O)O)(F)F.FC(C(=O)O)(F)F.ClC=1C=CC(=NC1)COC1=NC=CC(=N1)N1C=C2C(=C1)CNC2